ClC=1C=C2CO[C@]3(O[C@@H]([C@H]([C@@H]([C@H]3O)O)O)C)C2=CC1CC1=CC=C(S1)CC(=O)N(C)C 2-(5-(((1S,3'R,4'S,5'S,6'R)-5-chloro-3',4',5'-trihydroxy-6'-methyl-3',4',5',6'-tetrahydro-3H-spiro[isobenzofuran-1,2'-pyran]-6-yl)methyl)thiophene-2-yl)-N,N-dimethylacetamide